[Si](C)(C)(C(C)(C)C)OC/C=C/CO (E)-4-((tert-butyldimethylsilyl)oxy)but-2-en-1-ol